C1C=CCC=C1 2,5-Cyclohexadiene